1-(3-methoxy-4-hydroxyphenyl)-9-(4-dimethylaminophenyl)nonane-1,6,8-triene-3,5-dione boron difluoride [B](F)F.COC=1C=C(C=CC1O)C=CC(CC(C=CC=CC1=CC=C(C=C1)N(C)C)=O)=O